pyrimidin-4-onecarboxylate N1=C(NC(C=C1)=O)C(=O)[O-]